n-butylammonium formate C(=O)[O-].C(CCC)[NH3+]